1-((3R,4R)-3-(difluoro(4-(trifluoromethyl)phenyl)methoxy)-4-((5-fluoropyrimidin-2-yl)amino)pyrrolidin-1-yl)prop-2-en-1-one FC(O[C@@H]1CN(C[C@H]1NC1=NC=C(C=N1)F)C(C=C)=O)(C1=CC=C(C=C1)C(F)(F)F)F